FC1=C2C=CC(=NC2=CC=C1C=C)C1CCOCC1 5-Fluoro-2-(tetrahydro-2H-pyran-4-yl)-6-vinylquinoline